behenyl-L-carnitine C(CCCCCCCCCCCCCCCCCCCCC)[C@](O)(C[N+](C)(C)C)CC([O-])=O